Ethyl 2-((4-((S)-3-methyl-4-(3-(trifluoromethyl)phenyl)piperazine-1-carbonyl)-2-nitrophenyl)sulfinyl)acetate C[C@H]1CN(CCN1C1=CC(=CC=C1)C(F)(F)F)C(=O)C1=CC(=C(C=C1)S(=O)CC(=O)OCC)[N+](=O)[O-]